COC1=CC=C2C(=C(C=NC2=N1)N)NCC1=CC(=CC=C1)SC 7-methoxy-N4-[(3-methylsulfanylphenyl)methyl]-1,8-naphthyridine-3,4-diamine